N1N=C(C=C1)CC=1SC2=C(N(C=3C(N(N=CC32)CC3=NN(C=C3)N)=O)C)N1 2-((1H-pyrazol-3-yl)methyl)-6-((1-amino-1H-pyrazol-3-yl)methyl)-4-methyl-4H-thiazolo[5',4':4,5]pyrrolo[2,3-d]pyridazin-5(6H)-one